ClC(=C)C1=CC=C(C=C1)Cl α-chloro-p-chlorostyrene